COC(C1CCN(CC1)C1=NOC(=C1)C(C(=O)O)C(C)C)OC 2-[3-[4-(dimethoxymethyl)-1-piperidyl]isoxazole-5-yl]-3-methyl-butanoic acid